rel-(1s,2s,5r)-2-azido-5-phenylmethoxy-cyclopentan-1-ol N(=[N+]=[N-])[C@@H]1[C@@H]([C@@H](CC1)OCC1=CC=CC=C1)O |o1:3,4,5|